(7-azaspiro[3.5]nonan-7-yl)pyridine-2,3-diamine C1CCC12CCN(CC2)C2=C(C(=NC=C2)N)N